FC(C1=C(C=CC(=N1)C#N)N1C=NC(=C1)C1=NC(=NC=C1C(F)(F)F)NC1CCN(CC1)S(=O)(=O)C)F 6-(Difluoromethyl)-5-(4-(2-((1-(methyl-sulfonyl)piperidin-4-yl)amino)-5-(trifluoro-methyl)pyrimidin-4-yl)-1H-imidazol-1-yl)picolinonitrile